C(C)OC(CN1C=C(C2=C1C=NN(C2=O)CC2=CC=C(C=C2)OC)Br)=O.C(C)(C)(C)N2CCC1(CC2)C(C=2C(=NC=CC2)C1)=O tert-butyl-5-oxospiro[7H-cyclopenta[b]pyridine-6,4'-piperidine] ethyl-2-(3-bromo-5-(4-methoxybenzyl)-4-oxo-4,5-dihydro-1H-pyrrolo[2,3-d]pyridazin-1-yl)acetate